Cl.CC1=C(C=C(C=C1)CN)C(F)(F)F (4-methyl-3-(trifluoromethyl)phenyl)methanamine hydrochloride